(3Z)-3-[(3,5-dimethyl-1H-pyrrol-2-yl)methylidene]-1,3-dihydro-2H-indol-2-one CC1=C(NC(=C1)C)\C=C\1/C(NC2=CC=CC=C12)=O